Sulfanilamid S(=O)(C1=CC=C(C=C1)N)(=O)N